ClC1=CC=2N(C=C1)N=CC2C2=NC(=CC(=C2)F)N2C[C@H](N[C@H](C2)C)C 5-chloro-3-[6-[(3R,5S)-3,5-dimethylpiperazin-1-yl]-4-fluoro-2-pyridyl]pyrazolo[1,5-a]pyridine